7-(cyclopentyloxy)-N-(1-methyl-1H-pyrazol-3-yl)-2-(1-methyl-2-oxabicyclo[2.2.1]heptan-4-yl)imidazo[1,2-a]pyridine-6-carboxamide C1(CCCC1)OC1=CC=2N(C=C1C(=O)NC1=NN(C=C1)C)C=C(N2)C21COC(CC2)(C1)C